N-Silyldecahydrochinolin [SiH3]N1CCCC2CCCCC12